2-phenylpyridin C1(=CC=CC=C1)C1=NC=CC=C1